C(C)(C)(C)OC(=O)N1[C@@H]2C[C@@H]2C[C@H]1C(NC1=CC(=NC=C1)Br)=O (1R,3S,5R)-3-((2-bromopyridin-4-yl)carbamoyl)-2-azabicyclo[3.1.0]Hexane-2-carboxylic acid tert-butyl ester